FC(OC1=CC=C(CN2C3N(C(CC2)=O)C(C(N(C3)CC(CC)C)=O)CC(=O)OC)C=C1)F methyl 2-(1-(4-(difluoromethoxy)benzyl)-8-(2-methylbutyl)-4,7-dioxooctahydro-2EZ-pyrazino[1,2-a]pyrimidin-6-yl)acetate